2-[3-(3-bromo-2-chloro-phenyl)-2-chloro-phenyl]-6,7-dihydro-5H-pyrazolo[1,5-a]pyridin-4-one BrC=1C(=C(C=CC1)C=1C(=C(C=CC1)C1=NN2C(C(CCC2)=O)=C1)Cl)Cl